FC1=C(C(=O)N[C@H](C(C)C)C(=O)N2CCC3(C(CN(C3)C(=O)OC)C3=CC=C(C=C3)F)CC2)C=C(C=C1)C(F)(F)F methyl 8-((2-fluoro-5-(trifluoromethyl)benzoyl)-D-valyl)-4-(4-fluorophenyl)-2,8-diazaspiro[4.5]decane-2-carboxylate